5,6-dimethoxy-3-methylbenzene-1,4-diol acetate salt C(C)(=O)O.COC=1C(=C(C=C(C1OC)O)C)O